C(C1=CC=CC=C1)[N+]=1C2=CC=CC=C2C2=C(CCCC12)C 9-benzyl-4-methyl-2,3-dihydro-1H-carbazol-9-ium